C(CC)C(=O)CCC propylKetone